3-(2-Chloro-3,3,3-trifluoro-1-propenyl)-2,2-dimethyl-cyclopropanecarboxylic acid ClC(=CC1C(C1C(=O)O)(C)C)C(F)(F)F